4-(benzyloxy)-2-methyl-1H-indol-4-ol C(C1=CC=CC=C1)OC1(C2=CC(NC2=CC=C1)C)O